C(C)OC(=O)C=1C=NN2C1N=C(C=C2C)N2C(N(CC2)C(C)C)=O 5-(3-isopropyl-2-oxoimidazolidin-1-yl)-7-methylpyrazolo[1,5-a]Pyrimidine-3-carboxylic acid ethyl ester